(S)-3-(2-hydroxypropyl)-8-(pyridin-3-yl)-6-(5-(trifluoromethyl)pyridin-2-yl)pyrido[3,4-d]pyrimidin-4(3H)-one O[C@H](CN1C=NC2=C(C1=O)C=C(N=C2C=2C=NC=CC2)C2=NC=C(C=C2)C(F)(F)F)C